1-[8-(5-Hydroxypent-1-ynyl)imidazo[1,2-a]pyridin-3-yl]hexahydropyrimidine OCCCC#CC=1C=2N(C=CC1)C(=CN2)N2CNCCC2